ClC1=CC(=C(OCC2=CC(=[N+](C(=C2)C)CCC)C)C=C1)C1=NC2=CC=CC=C2C(N1)=O 4-((4-chloro-2-(4-oxo-3,4-dihydroquinazolin-2-yl)phenoxy)methyl)-2,6-dimethyl-1-propylpyridin-1-ium